C12C3CC4C5=CCC(C4CC3C(C3C4C6C7CCC(C6C(C31)C4)C7)C2)C5 nonacyclo[10.10.1.15,8.114,21.116,19.02,11.04,9.013,22.015,20]-5-hexacosene